O=C1NC(CCC1NC(C1=C(C(=CC=C1)CN1CCCCC1)F)=O)=O N-(2,6-dioxopiperidin-3-yl)-2-fluoro-3-(piperidin-1-ylmethyl)benzamide